tert-Butyl (6-(8,9,10,11-tetrahydro-3H-pyrazolo[4,3-a]phenanthridin-7-yl)pyridin-2-yl)carbamate C1=NNC=2C1=C1C=3CCCCC3C(=NC1=CC2)C2=CC=CC(=N2)NC(OC(C)(C)C)=O